ClCCOP(=O)([O-])[O-] (2-chloroethyl)phosphat